[Cr].[Li].[F] fluorine lithium chromium salt